(R)-N-((S)-3-(3,4-Dihydroisoquinolin-2(1H)-yl)-2-hydroxypropyl)-6-(1-methyl-1H-pyrazol-4-yl)-5,6,7,8-tetrahydroimidazo[1,2-a]pyridine-2-carboxamide C1N(CCC2=CC=CC=C12)C[C@H](CNC(=O)C=1N=C2N(C[C@H](CC2)C=2C=NN(C2)C)C1)O